Methyl 4-(6-bromo-1-hydroxy-2,3-dihydro-1H-inden-1-yl)-3-oxobutanoate Sodium hydride [H-].[Na+].BrC1=CC=C2CCC(C2=C1)(O)CC(CC(=O)OC)=O